COC=1C(=NC=CC1)CC(=O)N[C@H](C(=O)O)CCN(CCCCC1=NC=2NCCCC2C=C1)CCOC1=CC=CC=C1 (S)-2-(2-(3-methoxypyridin-2-yl)acetamido)-4-((2-phenoxyethyl)(4-(5,6,7,8-tetrahydro-1,8-naphthyridin-2-yl)butyl)amino)butanoic acid